C(C)(C)(C)[S@@](=O)N[C@@H](CC(=O)OCC)C=1C=C(C=C(C1F)C)C1=C(C=C(C=C1C)CC1CC(C1)F)C ethyl (S)-3-(((R)-tert-butylsulfinyl)amino)-3-(4-fluoro-4'-((3-fluorocyclobutyl)methyl)-2',5,6'-trimethyl-[1,1'-biphenyl]-3-yl)propanoate